(3-(2-(cis-4,4-difluoro-2-hydroxycyclopentylamino)-5-(trifluoromethyl)pyrimidin-4-yl)-1H-indol-7-yl)dimethylphosphine oxide FC1(C[C@@H]([C@@H](C1)NC1=NC=C(C(=N1)C1=CNC2=C(C=CC=C12)P(C)(C)=O)C(F)(F)F)O)F